2-ethyl-7-(fluoromethyl)-5H-pyrazolo[3,4-d]pyridazin-4-one C(C)N1N=C2C(=NNC(C2=C1)=O)CF